N1=NC=CC2=C1CCC(N2)=O pyridazinopiperidone